FC=1C=C(C=CC1C(C)O)N1CC=2C(=NC=CC2C1=O)C1=C(C=C(C=C1)F)OCC(F)(F)F [3-fluoro-4-(1-hydroxyethyl)phenyl]-4-[4-fluoro-2-(2,2,2-trifluoroethoxy)phenyl]-2,3-dihydro-1H-pyrrolo[3,4-c]pyridin-1-one